FC=1C=C(C=CC1F)C1=NNC=C1C=1N=C2C=C(C=NC2=CC1)N1CCC(CC1)NC 1-[6-[3-(3,4-difluorophenyl)-1H-pyrazol-4-yl]-1,5-naphthyridin-3-yl]-N-methyl-piperidin-4-amine